NC1=NC(=C2N=CN(C2=N1)[C@H]1C=C[C@H](C1)CO)NC1CC1 [(1S,4R)-4-[2-Amino-6-(cyclopropylamino)purin-9-yl]cyclopent-2-en-1-yl]methanol